C(C)(C)(C)OC(=O)O[C@@H]1[C@H]([C@H](N(C1)C(=O)OC(C)(C)C)CC1=CC=C(C=C1)OC)OC(CC1=CC2=CC=CC=C2C=C1)=O tert-butyl (2R,3S,4S)-4-[(tert-butoxycarbonyl)oxy]-2-[(4-methoxyphenyl)methyl]-3-{[2-(naphthalen-2-yl)acetyl] oxy}pyrrolidine-1-carboxylate